(1r,2s,5r)-N-(2-(pyridin-2-yl)ethyl)menthyl-carboxamide N1=C(C=CC=C1)CCNC(=O)C1C[C@@H](CCC1C(C)C)C